2-{[(tert-butoxy)carbonyl](methyl)amino}-5-(3-hydroxy-2,2-dimethylpropyl)-1,3-thiazole-4-carboxylic acid C(C)(C)(C)OC(=O)N(C=1SC(=C(N1)C(=O)O)CC(CO)(C)C)C